4-chloro-3'-(((1-oxo-2-(2-((tetrahydro-2H-pyran-2-yl)oxy)cyclopentyl)isoindolin-5-yl)oxy)methyl)-[1,1'-biphenyl]-3-carboxylic acid ClC1=C(C=C(C=C1)C1=CC(=CC=C1)COC=1C=C2CN(C(C2=CC1)=O)C1C(CCC1)OC1OCCCC1)C(=O)O